COC(C(=O)O[C@@H]1[C@H](O[C@]([C@@H]1O)(C1=CC=C2C(=NC=NN21)NC(CCCC)=O)C#N)CO)(C)C (2R,3S,4R,5R)-5-cyano-4-hydroxy-2-(hydroxymethyl)-5-(4-pentanamidopyrrolo[2,1-f][1,2,4]triazin-7-yl)tetrahydrofuran-3-yl 2-methoxy-2-methylpropanoate